C(C)C(CC1=C2C(=C(S1)CC(CCCC)CC)C(C=1C(=CSC1)C2=O)=O)CCCC 5,7-bis(2-ethylhexyl)-4H,8H-benzo[1,2-c:4,5-c']dithiophene-4,8-dione